4-amino-2-chloro-6-[3-(trifluoromethyl)-1-bicyclo[1.1.1]pentanyl]pyrimidine-5-carboxylate NC1=NC(=NC(=C1C(=O)[O-])C12CC(C1)(C2)C(F)(F)F)Cl